1-(p-tolyl)-1H-1,2,4-triazole C1(=CC=C(C=C1)N1N=CN=C1)C